C1(CC1)C1=NC2=CC=CC=C2C(=C1/C=C/[C@H](C[C@H](CC(=O)O)O)O)C1=CC=C(C=C1)F (E,3R,5S)-7-[2-cyclopropyl-4-(4-fluorophenyl)quinolin-3-yl]-3,5-dihydroxyhept-6-enoic acid